ClCC(CO)O 3-monochloropropane-1,2-diol